N-(6-amino-5-ethylpyridin-3-yl)-2-((2R,5S)-2-(3-((2,6-dimethylpyridin-4-yl)oxy)phenyl)-5-methylpiperidin-1-yl)-2-oxoacetamide NC1=C(C=C(C=N1)NC(C(=O)N1[C@H](CC[C@@H](C1)C)C1=CC(=CC=C1)OC1=CC(=NC(=C1)C)C)=O)CC